NCCOCCOCCC(=O)NC1=C(C(=O)NC=2N=NC(=CC2)C)C=CC=C1 2-(3-(2-(2-aminoethoxy)ethoxy)propanamido)-N-(6-methylpyridazin-3-yl)benzamide